(E)-3-(3-(3,5-bis(trifluoromethyl)phenyl)-1H-1,2,4-triazol-1-yl)-2-(3-fluoropyridin-4-yl)acrylamide FC(C=1C=C(C=C(C1)C(F)(F)F)C1=NN(C=N1)/C=C(/C(=O)N)\C1=C(C=NC=C1)F)(F)F